Tert-butyl (3-(1-hydroxyethyl)-4-methoxypyrazolo[1,5-a]pyridin-5-yl)carbamate OC(C)C=1C=NN2C1C(=C(C=C2)NC(OC(C)(C)C)=O)OC